N-[(3S)-2,6-dioxo-3-piperidinyl]-4-methyl-benzamide O=C1NC(CC[C@@H]1NC(C1=CC=C(C=C1)C)=O)=O